3-(4-chloropyrimidin-2-yl)-2-(trifluoromethyl)imidazo[1,2-a]pyridine ClC1=NC(=NC=C1)C1=C(N=C2N1C=CC=C2)C(F)(F)F